Racemic-3-(3-chloro-4-fluorophenyl)-1-((R)-3-hydroxybutyl)-1-(1-(1-oxo-1,2-dihydroisoquinolin-4-yl)ethyl)urea ClC=1C=C(C=CC1F)NC(N([C@H](C)C1=CNC(C2=CC=CC=C12)=O)CC[C@@H](C)O)=O |&1:11|